BrC1=CC=2C=3N(C(=NC2C=C1)N)C=NC3 9-bromoimidazo[1,5-c]quinazolin-5-amine